3-chloro-6-fluoropyridin ClC=1C=NC(=CC1)F